lithium hydroxy-octadecanoate OC(C(=O)[O-])CCCCCCCCCCCCCCCC.[Li+]